ClC=1C(=C(C(=CC1)N1N=NN=C1)C=1C=CC(=NC1)C(CC1CC1)N1N=CC(=C1)C1=CN=C(S1)N(C(OC(C)(C)C)=O)CC1=CC=C(C=C1)OC)F tert-Butyl (5-(1-(1-(5-(3-chloro-2-fluoro-6-(1H-tetrazol-1-yl)phenyl)pyridin-2-yl)-2-cyclopropylethyl)-1H-pyrazol-4-yl)thiazol-2-yl)(4-methoxybenzyl)carbamate